C(C)(C)NC(=O)O[C@H]1C[C@H](CC1)C1=CC(=NN1)NC(=O)C1=CC(=NN1C)C(=O)OC methyl 5-((5-((1S,3R)-3-((isopropylcarbamoyl)oxy)cyclopentyl)-1H-pyrazol-3-yl)carbamoyl)-1-methyl-1H-pyrazole-3-carboxylate